(1S,2S)-2-fluoro-N-(6-(6-fluoro-5-methyl-1H-indazol-4-yl)imidazo[1,2-b]pyridazin-2-yl)cyclopropane-1-carboxamide F[C@@H]1[C@@H](C1)C(=O)NC=1N=C2N(N=C(C=C2)C2=C3C=NNC3=CC(=C2C)F)C1